C1(=CC=CC=C1)N(S(OC(F)(F)F)(=O)=O)S(=O)(=O)OC(F)(F)F trifluoromethyl N-phenyl-N-(trifluoromethoxysulfonyl)sulfamate